C(C)(=O)N[C@]1(C[C@H](C[C@@H]1CCCB1OC(C(O1)(C)C)(C)C)NC(OCC1=CC=CC=C1)=O)C(NC(C)(C)C)=O benzyl (1S,3S,4S)-3-acetamido-3-(tert-butylcarbamoyl)-4-(3-(4,4,5,5-tetramethyl-1,3,2-dioxaborolan-2-yl)propyl)cyclopentylcarbamate